stearylfumarate C(CCCCCCCCCCCCCCCCC)/C(/C(=O)[O-])=C\C(=O)[O-]